pentynyl ether C(#CCCC)OC#CCCC